4-Ethyl-Benzaldehyde C(C)C1=CC=C(C=O)C=C1